(1H-indol-3-yl)-6-(6-azaspiro[2.5]octane-6-yl)-3,4-dihydroisoquinoline-2(1H)-carboxamide N1C=C(C2=CC=CC=C12)C1N(CCC2=CC(=CC=C12)N1CCC2(CC2)CC1)C(=O)N